(S)-4-(9-(3-Aminopyrrolidin-1-yl)-5,6,7,8-tetrahydroacridin-2-yl)-N-(1-(cyclopropylsulfonyl)piperidin-4-yl)pyridin-2-amine N[C@@H]1CN(CC1)C=1C=2CCCCC2N=C2C=CC(=CC12)C1=CC(=NC=C1)NC1CCN(CC1)S(=O)(=O)C1CC1